FC=1C=NC=CC1OC1=CC=C(C=C1)C1CN(C1)C(=O)N1C[C@@H]2[C@@H](OCC(N2)=O)CC1 (+)-(4aR,8aS)-6-[3-[4-[(3-Fluoro-4-pyridyl)oxy]phenyl]azetidine-1-carbonyl]-4,4a,5,7,8,8a-hexahydropyrido[4,3-b][1,4]oxazin-3-one